NC=1C=C(C=CC1OC)S(=O)(=O)NC1=C(C=C(C(=C1)OC)Cl)OC 3-Amino-N-(4-chloro-2,5-dimethoxyphenyl)-4-methoxybenzenesulfonamide